1-(3-((4-(4-chlorobenzyl)piperazin-1-yl)methyl)-4-(trifluoromethyl)phenyl)-4-methyl-1,4-diazepane ClC1=CC=C(CN2CCN(CC2)CC=2C=C(C=CC2C(F)(F)F)N2CCN(CCC2)C)C=C1